9-(4-methoxybenzyl)-6-(4-methyl-1H-pyrrolo[3,2-c]pyridin-1-yl)-2-(6-methylpyridin-2-yl)-9H-purine COC1=CC=C(CN2C3=NC(=NC(=C3N=C2)N2C=CC=3C(=NC=CC32)C)C3=NC(=CC=C3)C)C=C1